CC=1C=C(C=CC1)C(C#CC1=CC=CC=C1)=O 1-(3-methylphenyl)-3-phenylprop-2-yn-1-one